C(C)OC(C(=CC1=CC=C(C=C1)OCC)C#N)=O.FC(=CC(CCC1=CC=CC=C1)NS(=O)(=O)C1=CC=C(C=C1)OC)F (1,1-difluoro-5-phenylpent-1-en-3-yl)(4-methoxyphenyl)sulfonamide ethyl-4-ethoxy-α-cyanocinnamate